C(C)C1CCC(CO1)=O 6-ethyl-5,6-dihydro-2H-pyran-3-one